N-{6-[(3-cyclopropyl-1H-pyrazol-5-yl)amino]-5-methoxy-1,2-benzoxazol-3-yl}-2,6-dimethoxy-N-[(4-methoxyphenyl)methyl]-4-[1-(oxetan-3-yl)piperidin-4-yl]benzene-1-sulfonamide C1(CC1)C1=NNC(=C1)NC1=CC2=C(C(=NO2)N(S(=O)(=O)C2=C(C=C(C=C2OC)C2CCN(CC2)C2COC2)OC)CC2=CC=C(C=C2)OC)C=C1OC